2-[4-(2-hydroxyethyl)phenoxy]ethanol OCCC1=CC=C(OCCO)C=C1